2-(4-(4-(4-morpholinopyrimidin-2-yl)piperazine-1-carbonyl)phenyl)-1H-benzo[d]imidazole-4-carboxamide O1CCN(CC1)C1=NC(=NC=C1)N1CCN(CC1)C(=O)C1=CC=C(C=C1)C1=NC2=C(N1)C=CC=C2C(=O)N